OC[C@@]1(N2[C@H](C[C@@](C1=O)(CC2)C)C(F)(F)F)COC (1R,2R,4S,6R)-2-(hydroxymethyl)-2-(methoxymethyl)-4-methyl-6-(trifluoromethyl)quinuclidin-3-one